C(C1=CC=CC=C1)(=O)OC1C2=C(CN(C1)C(=O)OCC1=CC=CC=C1)C1=C(C(O2)=O)SC(=C1)C=1C=NN(C1)C1OCCCC1 Benzyl 4-(benzoyloxy)-6-oxo-8-(1-(tetrahydro-2H-pyran-2-yl)-1H-pyrazol-4-yl)-4,6-dihydro-1H-thieno[3',2':4,5]pyrano[3,2-c]pyridine-2(3H)-carboxylate